C(C)C1=C(C=C(C(=C1)O)F)C1=CC=C2C(=NNC2=C1)C=1NC=C(N1)CNC(C(C)C)=O N-((2-(6-(2-Ethyl-5-Fluoro-4-Hydroxyphenyl)-1H-Indazol-3-yl)-1H-Imidazol-4-yl)methyl)isobutyramid